N-(quinolin-8-yl)-4-((3aR,6aS)-tetrahydro-1H-furo[3,4-c]pyrrol-5(3H)-yl)picolinamide N1=CC=CC2=CC=CC(=C12)NC(C1=NC=CC(=C1)N1C[C@@H]2[C@H](C1)COC2)=O